C(C=CCC(=O)[O-])(=O)OCCCC monon-butyl 2-pentenedioate